ClN1C(OC(=C1)CO)C1=NC=CC=C1 2-(3-chloro-5-(hydroxymethyl)-2-oxazolyl)pyridine